COC(=O)[C@@H]1N(CC[C@H]1CF)C(=O)OCC1=CC=CC=C1 trans-3-(fluoromethyl)pyrrolidine-1,2-dicarboxylic acid 1-benzyl ester 2-methyl ester